BrC1=CC(=C(OCCCC(C(=O)N)(C)C)C=C1C)C 5-(4-bromo-2,5-dimethylphenoxy)-2,2-dimethylpentanamide